5-(3-(Diethylamino)phenyl)-2-methyl-N-(3-(2-oxopropyl)-1,2,4-thiadiazol-5-yl)furan-3-carboxamide C(C)N(C=1C=C(C=CC1)C1=CC(=C(O1)C)C(=O)NC1=NC(=NS1)CC(C)=O)CC